(R)-2-((3-((2,2-dimethyloxetan-3-yl)oxy)-1-(methyl-d3)-1H-pyrazol-4-yl)amino)-7-(tetrahydro-2H-pyran-4-yl)-7H-pyrrolo[2,3-d]pyrimidine-6-carbonitrile CC1(OC[C@H]1OC1=NN(C=C1NC=1N=CC2=C(N1)N(C(=C2)C#N)C2CCOCC2)C([2H])([2H])[2H])C